(2R,5R)-2-(2-(4-bromophenyl)-5-(4-fluorophenyl)-2H-1,2,3-triazol-4-yl)-5-methyl-3-(2-(2-oxoindol-6-yl)ethyl)oxazolidin-4-one BrC1=CC=C(C=C1)N1N=C(C(=N1)[C@H]1O[C@@H](C(N1CCC=1C=CC2=CC(N=C2C1)=O)=O)C)C1=CC=C(C=C1)F